FC1=C(C=2N(C=C1S(=O)(=O)NC1(CC1)C)C(=NC2)C=2SC(=NN2)C(F)(F)F)N2CCN(CC2)C(=O)[C@@H]2N(CC2)C (R)-7-fluoro-8-(4-(1-methylazetidine-2-carbonyl)piperazin-1-yl)-N-(1-methylcyclopropyl)-3-(5-(trifluoromethyl)-1,3,4-thiadiazol-2-yl)imidazo[1,5-a]pyridine-6-sulfonamide